5-Chloro-2-aminobenzotrifluoride ClC=1C=CC(=C(C1)C(F)(F)F)N